1-undecyl-2-methylpyrrolidinium cyanide [C-]#N.C(CCCCCCCCCC)[NH+]1C(CCC1)C